(R)-2-((4-fluorophenyl)amino)-2-oxo-1-phenylethyl 3-amino-6-(1-(1-((1-(tert-butoxycarbonyl)piperidin-4-yl) methyl)piperidin-4-yl)-1H-pyrazol-4-yl)pyrazine-2-carboxylate NC=1C(=NC(=CN1)C=1C=NN(C1)C1CCN(CC1)CC1CCN(CC1)C(=O)OC(C)(C)C)C(=O)O[C@@H](C(=O)NC1=CC=C(C=C1)F)C1=CC=CC=C1